C(#N)C(CC(CC(C(=O)NCO)CC(CC)C1=CC=C(C=C1)C(C=CC1=CC=C(C=C1)N(C)C)=O)C(=O)NCOC)(C)C 4-(2-Cyano-2-methylpropyl)-2-[2-[4-[3-[4-(dimethylamino)phenyl]prop-2-enoyl]phenyl]butyl]-N-(hydroxymethyl)-N'-(methoxymethyl)pentanediamide